C(C=C)N=C(C)C=1OC=CC1 N-allyl-1-(furan-2-yl)ethan-1-imine